[N+](=O)([O-])C=1C=C(C=CC1NC1CN(C1)C1COCC1)S(=O)(=O)NC(C1=C(C=CC=C1)OC=1C=C2C(=NC1)NC=C2)=O N-({3-nitro-4-[(1-tetrahydrofuran-3-ylazetidin-3-yl)amino]phenyl}sulfonyl)-2-(1H-pyrrolo[2,3-b]pyridin-5-yloxy)benzamide